2-(3-(4-methoxybenzyl)-1-(m-methylphenyl)-1H-1,2,4-triazol-5-yl)morpholine COC1=CC=C(CC2=NN(C(=N2)C2CNCCO2)C2=CC(=CC=C2)C)C=C1